C(C1=CC=CC=C1)OC(=O)N(C[C@@H](C)N(C(OC(C)(C)C)=O)C)CC1=NN(C=C1Br)C tert-butyl N-[(1R)-2-[benzyloxycarbonyl-[(4-bromo-1-methyl-pyrazol-3-yl)methyl]amino]-1-methyl-ethyl]-N-methyl-carbamate